tert-butyl-(3-iodo-1-tetrahydropyran-2-yl-pyrazolo[3,4-b]pyridin-5-yl)oxy-dimethyl-silane C(C)(C)(C)[Si](C)(C)OC=1C=C2C(=NC1)N(N=C2I)C2OCCCC2